C1=C(C=CC2=CC=CC=C12)C=1N=C2SC=CN2C1CNCCC1=CC=CC=C1 N-((6-(naphthalen-2-yl)imidazo[2,1-b]thiazol-5-yl)methyl)-2-phenylethan-1-amine